3,3-Dimethylbuten CC(C=C)(C)C